FC(CN(C(C1=C(C=CC(=C1)F)C=1C=2N(C=C(C1)[C@H]1CN(CC1)C[C@H]1OC[C@@H](CC1)NS(=O)(=O)CC)C(=NC2)C)=O)C(C)C)F N-(2,2-difluoroethyl)-2-{6-[(3S)-1-{[(2S,5R)-5-ethylsulfonylaminooxan-2-yl]methyl}pyrrolidin-3-yl]-3-methylimidazo[1,5-a]pyridin-8-yl}-5-fluoro-N-(isopropyl)benzamide